N1=C(C=CC=C1)C1(CCC1)NC(=O)[C@@H]1CN(CC[C@H]1NC(=O)C1=NOC(=C1)C1=C(C=C(C=C1)F)F)CC1CC1 |o1:13,18| (3R*,4R*)-1-Cyclopropylmethyl-4-{[5-(2,4-difluoro-phenyl)-isoxazole-3-carbonyl]-amino}-piperidine-3-carboxylic acid (1-pyridin-2-yl-cyclobutyl)-amide